OC1=CC(=CC=2N(C(=NC21)C)S(=O)(=O)C2=CC=C(C=C2)C)C(=O)N(C)C 4-hydroxy-N,N,2-trimethyl-1-[(4-tolyl)sulfonyl]-1H-benzo[d]imidazole-6-carboxamide